C(C)(C)C(C(C)C)=NO diisopropyl ketone-oxime